Cl.ClC1=C(C=CC=C1)S(=O)(=O)NC1=C(C(=C(C=C1F)C1=CC2=C(N=C(N=C2)N[C@@H]2CNC[C@H](C2)F)N(C1=O)C(C)C)F)F 2-chloro-N-(2,3,6-trifluoro-4-(2-(((3S,5S)-5-fluoropiperidin-3-yl)amino)-8-isopropyl-7-oxo-7,8-dihydropyrido[2,3-d]pyrimidin-6-yl)phenyl)benzenesulfonamide hydrochloride